C1(=CC=CC=C1)C=1N=C(SC1C1=CC=CC=C1)C1=CC=C(C=C1)B1OC(C(O1)(C)C)(C)C 4,5-diphenyl-2-(4-(4,4,5,5-tetramethyl-1,3,2-dioxaborolan-2-yl)phenyl)thiazole